3-phenylbutanenitrile C1(=CC=CC=C1)C(CC#N)C